BrC1=C(C2=C(N(C(=N2)C)C)C=C1C)Cl 5-bromo-4-chloro-1,2,6-trimethyl-1H-benzo[d]imidazole